C1(CCCCC1)C1C(NC2=C(CN1C(CCO)=O)C=CC=C2)=O 3-cyclohexyl-4-(3-hydroxypropionyl)-1,3,4,5-tetrahydro-2H-benzo[1,4]diazepin-2-one